O[C@H]1C[C@H]2\C(\C([C@H]3[C@@H]4CC[C@H]([C@@H](CCC(=O)O)C)[C@]4(CC[C@@H]3[C@]2(CC1)C)C)=O)=C/C E-3α-hydroxy-6-ethylidene-7-keto-5β-cholan-24-oic acid